C(#N)C=1C=C(C=C2[C@@H](CCOC12)N1C(NC(CC1=O)(CC)CC)=N)C(=O)N[C@H]1CC(OC2=CC=CC=C12)(C)C (R)-8-cyano-4-(4,4-diethyl-2-imino-6-oxotetrahydropyrimidin-1-yl)-N-((S)-2,2-dimethylchroman-4-yl)chromane-6-carboxamide